(S)-5-((4-((2-hydroxy-1-phenylethyl)amino)-5-(1,3,4-oxadiazol-2-yl)pyrimidin-2-yl)amino)-2,3,3-trimethylisoindolin-1-one OC[C@H](C1=CC=CC=C1)NC1=NC(=NC=C1C=1OC=NN1)NC=1C=C2C(N(C(C2=CC1)=O)C)(C)C